FC1=C(C=CC=C1F)C1(CN(C(C2=C1N=C(N=C2)NC2CN(C2)C(=O)OC(C)(C)C)=O)C2=CC=CC=C2)C tert-butyl 3-{[8-(2,3-difluorophenyl)-8-methyl-5-oxo-6-phenyl-5,6,7,8-tetrahydropyrido[4,3-d]pyrimidin-2-yl]amino}azetidine-1-carboxylate